N-(3-((1s,3s)-3-(cyanomethyl)-1-(4-methyl-4H-1,2,4-triazol-3-yl)cyclobutyl)phenyl)-4-(hydroxymethyl)-7,7-dimethyl-6,7-dihydro-5H-cyclopenta[b]pyridine-2-carboxamide C(#N)CC1CC(C1)(C1=NN=CN1C)C=1C=C(C=CC1)NC(=O)C1=CC(=C2C(=N1)C(CC2)(C)C)CO